methyl (R)-4-oxochromane-2-carboxylate O=C1C[C@@H](OC2=CC=CC=C12)C(=O)OC